7-bromo-3-methyl-4-oxo-phthalazine-1-carboxylic acid BrC1=CC=C2C(N(N=C(C2=C1)C(=O)O)C)=O